6-chloro-2-(3-methoxy-2,6-dimethylbenzyl)-5-(prop-1-en-2-yl)pyridazin-3(2H)-one ClC=1C(=CC(N(N1)CC1=C(C(=CC=C1C)OC)C)=O)C(=C)C